1-Butyl-2-methylpyridinium triflate [O-]S(=O)(=O)C(F)(F)F.C(CCC)[N+]1=C(C=CC=C1)C